F\C(=C/C=1C=C(C(=O)N[C@@H]2[C@H](CCCC2)O)C=CC1C)\C=1C=NC=C(C1)CN1CCN(CC1)C 3-[(Z)-2-fluoro-2-{5-[(4-methylpiperazin-1-yl)methyl]pyridin-3-yl}ethenyl]-N-[(1S,2S)-2-hydroxycyclohexyl]-4-methylbenzamide